FC(C1=CC=C(C=C1)N1N=C(N=C1)C(=O)O)(F)F 1-(4-(trifluoromethyl)phenyl)-1H-1,2,4-triazole-3-carboxylic acid